C(CCCC)(=O)[O-].[Ca+2].C(CCCC)(=O)[O-] Calcium valerate